(S)-2-chloro-4-((2,2-dimethylcyclopropyl)methoxy)-6,7-dimethylpyrido[2,3-d]pyrimidine ClC=1N=C(C2=C(N1)N=C(C(=C2)C)C)OC[C@@H]2C(C2)(C)C